tert-pentanethiol C(C)(C)(CC)S